6-Bromo-8-chloro-N-(3,3,3-trifluoro-2,2-dimethylpropyl)pyrido[3,4-d]pyrimidin-4-amine BrC1=CC2=C(N=CN=C2NCC(C(F)(F)F)(C)C)C(=N1)Cl